2-(2,3-dihydroxypropyl)propanediamide OC(CC(C(=O)N)C(=O)N)CO